butyl-heptacosanoic acid trifluoroacetate salt FC(C(=O)O)(F)F.C(CCC)C(C(=O)O)CCCCCCCCCCCCCCCCCCCCCCCCC